4-(((tert-butyldimethylsilyl)oxy)methyl)-2-(tributylstannyl)pyridine [Si](C)(C)(C(C)(C)C)OCC1=CC(=NC=C1)[Sn](CCCC)(CCCC)CCCC